4-methyltridec-3-enenitrile CC(=CCC#N)CCCCCCCCC